O=C1NC(CCC1C1=CC=C2C=CC(=CC2=C1)OS(=O)(=O)F)=O 7-(2,6-dioxopiperidin-3-yl)naphthalen-2-ylsulfurofluoridate